7-bromo-2-iodo-3-(2,2,2-trifluoroethyl)benzo[b]thiophen BrC1=CC=CC2=C1SC(=C2CC(F)(F)F)I